COC1=CC=C(N=N1)C1C(SCC1=O)=O 3-(6-methoxypyridazin-3-yl)-2,4-dioxothiophene